COC(=O)C=1OC=CC1 Furoic acid methylester